BrC=1C=C2C(=CC1)C(N(CC21CC1)CC(=O)NC1=NC=C(C=N1)I)=O 2-(6-bromo-1-oxo-spiro[3H-isoquinoline-4,1'-cyclopropane]-2-yl)-N-(5-iodopyrimidin-2-yl)acetamide